CN1C(=N\C(\C2=C1C=NC(=C2)C=2CCN([C@@H](C2)C)C(C)=O)=N/[C@H](C)C2=C(C(=CC=C2)C(F)(F)F)C)C 1-((R)-4-((Z)-1,2-dimethyl-4-(((R)-1-(2-methyl-3-(trifluoromethyl)phenyl)-ethyl)imino)-1,4-dihydropyrido[3,4-d]pyrimidin-6-yl)-6-methyl-3,6-dihydropyridin-1(2H)-yl)ethan-1-one